hexenyl-boric acid C(=CCCCC)OB(O)O